lithium-calcium-magnesium [Mg].[Ca].[Li]